(2-(3-chlorophenyl)-6-(5,6-dimethoxy-1H-benzo[d]imidazol-1-yl)pyridin-3-yl)methanol ClC=1C=C(C=CC1)C1=NC(=CC=C1CO)N1C=NC2=C1C=C(C(=C2)OC)OC